C(C)(C)N(C(C)C)[SiH](CC)CC diisopropylaminodiethyl-silane